rac-1-(3-chloro-4-fluorophenyl)-3-(1-(1-oxo-1,2-dihydroisoquinolin-4-yl)ethyl)urea ClC=1C=C(C=CC1F)NC(=O)N[C@H](C)C1=CNC(C2=CC=CC=C12)=O |r|